C(C)(C)(C)OC(=O)NC1CCC(CCC1)C(=O)O 4-((tert-Butoxycarbonyl)amino)cycloheptanecarboxylic Acid